CC1=NC2=C(C=CC=C2C=C1)O 2-methyl-8-quinolinol